3-(2-chloro-5-iodo-pyrimidin-4-yl)-1H-indole ClC1=NC=C(C(=N1)C1=CNC2=CC=CC=C12)I